N1N=CC(=C1)C=1C2=C(C(=NC1)NCC=1C=C(C(=O)NCCC=3C=NC=CC3)C=CC1)CCO2 3-(((7-(1H-pyrazol-4-yl)-2,3-dihydrofuro[3,2-c]pyridin-4-yl)amino)methyl)-N-(2-(pyridin-3-yl)ethyl)benzamide